(Z)-2-(5-chloro-1H-indol-3-yl)-3-(4-(furan-3-yl)pyridin-3-yl)-acrylonitrile ClC=1C=C2C(=CNC2=CC1)/C(/C#N)=C/C=1C=NC=CC1C1=COC=C1